C(C)OC(=O)C1=C(N=NC(=C1)Cl)Cl 3,6-dichloropyridazine-4-carboxylic acid ethyl ester